CNC(C1=NC=CC(=C1)CN1C(C2=CC=C(C=C2C=C1)C=1C(=NOC1)C)=O)=O N-Methyl-4-((6-(3-methylisoxazol-4-yl)-1-oxoisoquinolin-2(1H)-yl)methyl)picolinamide